2-amino-N-[2-methoxy-5-(N-propylbutyramido)phenyl]-6-(methoxymethyl)nicotinamide NC1=C(C(=O)NC2=C(C=CC(=C2)N(C(CCC)=O)CCC)OC)C=CC(=N1)COC